(2S)-2-((tetrahydro-2H-pyran-2-yl)oxy)propanal O1C(CCCC1)O[C@H](C=O)C